5-Chloro-3,3-dimethyl-1H,2H,3H-pyrrolo[3,2-b]pyridine ClC1=CC=C2C(=N1)C(CN2)(C)C